(S)-isopropyl-(phenyl)(2-(4-cyanopyridin-2-yl)ethyl)phosphorus oxide C(C)(C)[P@@](CCC1=NC=CC(=C1)C#N)(C1=CC=CC=C1)=O